N8-benzyl-3-isopropyl-N6-tetrahydropyran-4-yl-[1,2,4]triazolo[4,3-b]pyridazine-6,8-diamine C(C1=CC=CC=C1)NC=1C=2N(N=C(C1)NC1CCOCC1)C(=NN2)C(C)C